Trans-3-(difluoromethoxy)-6-azabicyclo[3.1.1]heptane trifluoroacetate FC(C(=O)O)(F)F.FC(OC1CC2NC(C1)C2)F